N-[(3S)-tetrahydro-furanyl]decanamide O1C(CCC1)NC(CCCCCCCCC)=O